2-(3-(1,4-dioxaspiro[4.5]dec-8-yl)-1H-pyrrolo[2,3-c]pyridin-1-yl)-5-fluoro-N-isopropyl-N-methylbenzamide O1CCOC12CCC(CC2)C2=CN(C1=CN=CC=C12)C1=C(C(=O)N(C)C(C)C)C=C(C=C1)F